C(C)(=O)N[C@H]1[C@@H](O[C@@H]([C@H]([C@@H]1O)O)CO)O[C@@H]([C@H](N)C(=O)O)C 3-O-(N-acetyl-beta-D-glucosaminyl)-L-threonine